C(C)(C)(C)OC(=O)N1CCN(CC1)C1=C(C=CC=C1)C1N(CCC1)C1=CC=C(C=C1)Br.C(CCCCCC)OC1=CC=C(N)C=C1 4-(heptyloxy)aniline tert-butyl-4-(2-(1-(4-bromophenyl)pyrrolidin-2-yl)phenyl)piperazine-1-carboxylate